1-[2-cyano-4-(trifluoromethyl)phenyl]-4-[6-(2-methoxyphenyl)pyridin-3-yl]-N-[2-(methylamino)ethyl]piperidine-4-carboxamide C(#N)C1=C(C=CC(=C1)C(F)(F)F)N1CCC(CC1)(C(=O)NCCNC)C=1C=NC(=CC1)C1=C(C=CC=C1)OC